C1=CC=C2C(=C1)C=CC(=N2)C(=O)O[Al](OC(=O)C3=NC4=CC=CC=C4C=C3)OC(=O)C5=NC6=CC=CC=C6C=C5 aluminum quinolate